ClC=1C=CC2=C(N=C(C=3CNCCC23)NC)C1 8-Chloro-N-methyl-1,2,3,4-tetrahydrobenzo[c][2,7]naphthyridin-5-amine